NC1=C(C=C(N=N1)C1=C(C(=CC=C1)F)O)N1C[C@H]2CC[C@@H](C1)N2C2=NC=CC(=N2)C2CCNCC2 2-[6-amino-5-[(1R,5S)-8-[4-(4-piperidyl)pyrimidin-2-yl]-3,8-diazabicyclo[3.2.1]octan-3-yl]pyridazin-3-yl]-6-fluoro-phenol